2-((2,4-dimethoxybenzyl)amino)-6-(6-azaspiro[2.5]octan-6-yl)benzonitrile COC1=C(CNC2=C(C#N)C(=CC=C2)N2CCC3(CC3)CC2)C=CC(=C1)OC